5-bromo-3-methoxy-1,2-benzenediol BrC1=CC(=C(C(=C1)O)O)OC